ClC1=C(C=C(C(=O)N2CC=3N=C(SC3C2)NC(C2=CN=C(C=C2C2=C(C=CC(=C2)C#N)OC)C)=O)C=C1)C(F)F N-(5-(4-chloro-3-(difluoromethyl)benzoyl)-5,6-dihydro-4H-pyrrolo[3,4-d]thiazol-2-yl)-4-(5-cyano-2-methoxyphenyl)-6-methylnicotinamide